C(C)NC(O)=O.C(C)(=O)NC=1SC(=C(N1)C)C1(C(C=CC=C1)NS(=O)(=O)N)Cl (2-(2-acetamido-4-methylthiazol-5-yl)-2-chlorophenyl-sulfamide) ethylcarbamate